C(=O)(CCCCCCCCC)OCCCO 1,3-propanediol monocaprate